N1N=NC2=C1C=CC(=C2)C2CCN(CC2)C(=O)OC(C)(C)C tert-butyl 4-(1H-benzo[d][1,2,3]triazol-5-yl)piperidine-1-carboxylate